6-methyl-N-phenyl-2,6-diazaspiro[3.3]heptan-2-carbothioamide CN1CC2(CN(C2)C(NC2=CC=CC=C2)=S)C1